1-(6-fluoro-4-phenyl-3,4-dihydroquinoxaline-1(2H)-yl)-3-(piperidin-1-yl)propan-1-one FC=1C=C2N(CCN(C2=CC1)C(CCN1CCCCC1)=O)C1=CC=CC=C1